N-(tert-butyl)-2-((2-(4-(2-hydroxyethoxy)-6-methylpyridin-2-yl)-6,7-dihydro-5H-cyclopenta[d]pyrimidin-4-yl)(methyl)amino)acetamide formate C(=O)O.C(C)(C)(C)NC(CN(C)C=1C2=C(N=C(N1)C1=NC(=CC(=C1)OCCO)C)CCC2)=O